C1(=CC=CC=C1)N=C(C(F)(F)F)OCC1=CC=CC=C1 Benzyl N-Phenyl-2,2,2-trifluoroacetimidate